C(=C)C1=C2C(=NC(=C1)C#N)C(=CN2)F 7-ethenyl-3-fluoro-1H-pyrrolo[3,2-b]pyridine-5-carbonitrile